C(C)(C)C12CC(C1)(C2)C(=O)N2C[C@H]1OC3=C([C@@H]2C1)C=NC=C3C#N (2S,5S)-4-(3-isopropylbicyclo[1.1.1]pentane-1-carbonyl)-2,3,4,5-tetrahydro-2,5-methanopyrido[3,4-f][1,4]oxazepine-9-carbonitrile